CC(CCOCC=CC1=CC(=C(C=C1)O)OC)CCC=C(C)C 4-(3-((3,7-dimethyloct-6-en-1-yl)oxy)prop-1-en-1-yl)-2-methylOxyphenol